N1(CCCC1)CC=1NC2=CC=CC=C2C1 2-(pyrrolidin-1-ylmethyl)-1H-indole